C1(CC1)C=1C(NC(N(C1)C=1C=NN2C1C=C(C=C2)CN2C[C@@H](N(CC2)C(=O)OC(C)(C)C)C)=O)=O tert-butyl (S)-4-((3-(5-cyclopropyl-2,4-dioxo-3,4-dihydropyrimidin-1(2H)-yl) pyrazolo[1,5-a]pyridin-5-yl) methyl)-2-methylpiperazine-1-carboxylate